methyl 2-((6-nitro-2-(thiazol-5-yl)quinolin-4-yl)oxy)propanoate [N+](=O)([O-])C=1C=C2C(=CC(=NC2=CC1)C1=CN=CS1)OC(C(=O)OC)C